N1=C(N)N=C(N)N=C1N.P(=O)(O)(O)OCC(C)(CO)C neopentyl glycol phosphate melamine salt